COC=1C=C2C(=NC(=NC2=CC1OC)C)NC(C)C=1SC(=CC1)C1=C(C=CC=C1)CN1CCN(CC1)C 6,7-dimethoxy-2-methyl-N-[1-(5-{2-[(4-methylpiperazin-1-yl)methyl]phenyl}thiophen-2-yl)ethyl]quinazolin-4-amine